rel-3-chloro-4-[(5-chloro-3-fluoropyridin-2-yl)methoxy]-2'-[3-(2-hydroxypropan-2-yl)-2-oxopyridin-1-yl]-5',6-dimethyl-[1,4'-bipyridin]-2-one ClC=1C(N(C(=CC1OCC1=NC=C(C=C1F)Cl)C)C1=CC(=NC=C1C)N1C(C(=CC=C1)C(C)(C)O)=O)=O